6-(pyrazin-2-yl)-1H-pyrazolo[3,4-d]pyrimidin-4(5H)-one N1=C(C=NC=C1)C=1NC(C2=C(N1)NN=C2)=O